4-acetyl-2-methyl-N-(2-oxo-2-((2,2,2-trifluoroethyl)amino)ethyl)benzamide C(C)(=O)C1=CC(=C(C(=O)NCC(NCC(F)(F)F)=O)C=C1)C